FC(S(=O)(=O)OC=1C=C(C2=C(C(=CO2)C2C(NC(CC2)=O)=O)C1)C#N)(F)F 7-cyano-3-(2,6-dioxopiperidin-3-yl)benzofuran-5-yl trifluoromethanesulfonate